platinum-palladium platinum-chromium [Cr].[Pt].[Pd].[Pt]